tert.Butyl(7-bromo-1-(hydroxymethyl)-4-oxo-3,4-dihydropyrido[3,4-d]pyridazin-5-yl)(methyl-d3)amino Formate C(=O)ON(C([2H])([2H])[2H])C1=NC(=CC2=C1C(N(N=C2CO)C(C)(C)C)=O)Br